CC(C)OC1=C(C=C2C=CN=C(C2=C1)OC[C@H]1CNC[C@@H]1C(F)(F)F)C(=O)N 7-(prop-2-yloxy)-1-{[(3r,4r)-4-(trifluoromethyl)pyrrolidin-3-yl]methoxy}isoquinoline-6-carboxamide